ClC=1C=C2C(C(NC2=CC1)=O)=CC1CCC(CC1)C1=CC=CC=C1 5-chloro-3-(4-phenylcyclohexyl)methyleneindol-2-one